FC1=CC=C(C=C1)N1N=C(C=C1)C(=O)N (4-fluorophenyl)-1H-pyrazole-3-carboxamide